tert-butyl 4-[2-(2,6-dioxopiperidin-3-yl)-1-oxo-2,3-dihydro-1H-isoindol-5-yl]piperazine-1-carboxylate O=C1NC(CCC1N1C(C2=CC=C(C=C2C1)N1CCN(CC1)C(=O)OC(C)(C)C)=O)=O